(S)-2,6-diazahexanoic acid methyl ester COC(NCCCN)=O